C(C)(C)(C)C1=C(C(=CC(=C1)CCCCCCCC)C(C)(C)C)O 2,6-di-tert-butyl-4-octylphenol